C(C(C(C)([2H])[2H])([2H])[2H])(O)(O)[2H] butanediol-d5